B([O-])([O-])O.[NH4+].P(=O)(O)(O)O.[NH4+] ammonium phosphate ammonium borate